methyl 2-(carbamimidamidoimino)-acetate N(C(=N)N)N=CC(=O)OC